C(C)(C)(C)OC(N(C1CC(N(CC1)C=1C2=CN(N=C2C(=CC1)C(NC1=CC2=CN(N=C2C=C1OC)C)=O)C)(C)C)CC)=O.C(C)N[C@@H](C)CC1=CC2=C(C=C1)OCO2 (S)-N-ethyl-3,4-methylenedioxyamphetamine tert-butyl-N-ethyl-N-[1-[7-[(6-methoxy-2-methyl-indazol-5-yl)carbamoyl]-2-methyl-indazol-4-yl]-2,2-dimethyl-4-piperidyl]carbamate